CC=1C=CC=2N(N1)C(C(=C(N2)C(F)(F)F)C=2C=NC(=NC2)OCC(F)(F)F)=O 7-methyl-3-[2-(2,2,2-trifluoroethoxy)pyrimidin-5-yl]-2-(trifluoromethyl)-4H-pyrimido[1,2-b]pyridazin-4-one